BrC1=NN(C(=C1)C(=C)C)C1CCN(CC1)C(=O)OC(C)(C)C Tert-butyl 4-(3-bromo-5-isopropenyl-pyrazol-1-yl)piperidine-1-carboxylate